ClC1=C(C(=CC(=C1)F)OC)C1=C2C=CC=NC2=C(C=C1)C[C@@H](C(=O)O)NC(C1=C(C=CC=C1Cl)Cl)=O (2S)-3-(5-(2-chloro-4-fluoro-6-methoxyphenyl)quinolin-8-yl)-2-(2,6-dichlorobenzoylamino)propionic acid